C12C(CC(C(C1)CN1C(C(=C(C1=O)C)C)=O)C2)CN2C(C(=C(C2=O)C)C)=O (bicyclo[2.2.1]heptane-2,5-diylbis(methylene))bis(3,4-dimethyl-1H-pyrrole-2,5-dione)